p-methoxypropiophenone COC1=CC=C(C=C1)C(CC)=O